N-ethyl-N-isopropyl-3-(pyrimidine-5-oxy)thiophene-2-formamide C(C)N(C(=O)C=1SC=CC1OC=1C=NC=NC1)C(C)C